CN1C(N(CC1)C1CN(CCC1)C=1N=NC(=C(N1)NC1=CC=C(C=C1)N1CCNCC1)C(=O)N)=O 3-(3-(3-methyl-2-oxoimidazolin-1-yl)piperidin-1-yl)-5-((4-(piperazin-1-yl)phenyl)amino)-1,2,4-triazine-6-carboxamide